4-(4-chlorophenyl)-N-(1-(methylsulfonyl)piperidin-3-yl)phthalazin-1-amine ClC1=CC=C(C=C1)C1=NN=C(C2=CC=CC=C12)NC1CN(CCC1)S(=O)(=O)C